CN(CCN(C=1C(=CC(=C(C1)F)NC1=NC=C(C(=N1)C1=CN(C2=CC=CC=C12)C)C(F)(F)F)N)C)C N1-(2-(dimethylamino)ethyl)-5-fluoro-N1-methyl-N4-(4-(1-methyl-1H-indol-3-yl)-5-(trifluoromethyl)pyrimidin-2-yl)benzene-1,2,4-triamine